CN1N=CC(=C1C)C1=CC=C(C=N1)S(=O)(=O)NC=1C=CC=C2C=NN(C12)C 6-(1,5-DIMETHYL-1H-PYRAZOL-4-YL)-N-(1-METHYL-1H-INDAZOL-7-YL)PYRIDINE-3-SULFONAMIDE